17-amino-12,12-dimethyl-6,15-bis(trifluoromethyl)-19-oxa-3,4,13,18-tetraazatricyclo[12.3.1.12,5]nonadeca-1(18),2,4,14,16-pentaen-6-ol NC1=CC(=C2NC(CCCCCC(C3=NN=C(C1=N2)O3)(O)C(F)(F)F)(C)C)C(F)(F)F